(2S,4R)-N-[(S) or (R)-[3,5-difluoro-4-(propan-2-yl)phenyl](phenyl)methyl]-4-fluoro-1-[2-(1H-1,2,3-triazol-5-yl)acetyl]pyrrolidine-2-carboxamide FC=1C=C(C=C(C1C(C)C)F)[C@@H](NC(=O)[C@H]1N(C[C@@H](C1)F)C(CC1=CN=NN1)=O)C1=CC=CC=C1 |o1:11|